COC1=CC=C(C=C1)[C@H](C)N[C@H]1CCC12CCN(CC2)C(=O)OC(C)(C)C tert-butyl (1S)-1-{[(1S)-1-(4-methoxyphenyl)ethyl]amino}-7-azaspiro[3.5]nonane-7-carboxylate